3-([1,1'-biphenyl]-4-yl)-N-(3-([1,1'-biphenyl]-4-yl)prop-2-yn-1-yl)-N-(2-(benzo[d][1,3]dioxol-5-yl)ethyl)prop-2-yn-1-amine C1(=CC=C(C=C1)C#CCN(CCC1=CC2=C(OCO2)C=C1)CC#CC1=CC=C(C=C1)C1=CC=CC=C1)C1=CC=CC=C1